Cl.O=C1NC2=CC=CC=C2C(=C1)C=1C=C(C=CC1)NS(=O)(=O)N N-(3-(2-oxo-1,2-dihydroquinolin-4-yl)phenyl)sulfamide hydrochloride